N6-[(2R)-2-amino-2-phenyl-ethyl]-N4-[(2-fluorocyclobutyl)methyl]-1-methyl-pyrazolo[3,4-d]pyrimidine-4,6-diamine N[C@@H](CNC1=NC(=C2C(=N1)N(N=C2)C)NCC2C(CC2)F)C2=CC=CC=C2